Iso-Propyl-Methyl-Amine C(C)(C)NC